[OH-].[NH4+].C12NCC(CC1)C2 2-azabicyclo[2.2.1]Heptane ammonium hydroxide